FC1(CC(C1)(O)CC(=O)N[C@@H](CCC(F)F)C1=CC(=CC=C1)OC(F)F)F (S)-2-(3,3-Difluoro-1-hydroxycyclobutyl)-N-(1-(3-(difluoromethoxy)phenyl)-4,4-difluorobutyl)acetamid